9-Chloro-7-(o-fluorophenyl)-5H-dibenz[c,e]azepine ClC1=CC2=C(C3=C(CN=C2C2=C(C=CC=C2)F)C=CC=C3)C=C1